CN1C(=NN=C1)C=1C=CC(=C(C1)C=C(C(=O)N)C)NC=1N=CC2=C(N1)C(=NC(=C2)C)NCC(C)(C)C 5-(4-methyl-4H-1,2,4-triazol-3-yl)-(2-((6-methyl-8-(neopentylamino)pyrido[3,4-d]pyrimidin-2-yl)amino)phenyl)methacrylamide